N1N=CC(=C1)C1=CC=C(C=C1)N1C(N(C2(C1)CCN(CC2)CC(C)O)CC2=CC(=CC=C2)OC)=O 3-(4-(1H-pyrazol-4-yl)phenyl)-8-(2-hydroxypropyl)-1-(3-methoxybenzyl)-1,3,8-triazaspiro[4.5]decan-2-one